[Si](C)(C)(C(C)(C)C)N([Si](C)(C)C(C)(C)C)CC1=CC=C(C=C)C=C1 4-[bis(t-butyl-dimethylsilyl)aminomethyl]Styrene